BrC=1C=CC(NC1C)=O 5-Bromo-6-methylpyridin-2(1H)-one